3-(5-methylthiazol-4-yl)-6-phenethoxy-2-(thiophen-2-yl)-1H-inden-1-one CC1=C(N=CS1)C1=C(C(C2=CC(=CC=C12)OCCC1=CC=CC=C1)=O)C=1SC=CC1